tert-butyl ((1r,4r)-4-((4-(4-((2,6-dioxopiperidin-3-yl)amino)phenyl)-1,4-diazepan-1-yl)methyl)cyclohexyl)carbamate O=C1NC(CCC1NC1=CC=C(C=C1)N1CCN(CCC1)CC1CCC(CC1)NC(OC(C)(C)C)=O)=O